C(C)C1=C2C(=CC(=CC2=CC=C1)O)C1=C(C=2N=C(N=C(C2C=N1)N1CCOCCC1)OC[C@H]1N(C[C@@H](C1)F)C)F 5-ethyl-4-(8-fluoro-2-(((2s,4r)-4-fluoro-1-methylpyrrolidin-2-yl)methoxy)-4-(1,4-oxazepan-4-yl)pyrido[4,3-d]pyrimidin-7-yl)naphthalen-2-ol